ClC=1C=C(C=CC1)CNC 1-(3-chlorophenyl)-N-methyl-methylamine